2-methylphenyl 4-({[4-(acryloyloxy)butoxy]carbonyl}-oxy)-3-methoxybenzoate C(C=C)(=O)OCCCCOC(=O)OC1=C(C=C(C(=O)OC2=C(C=CC=C2)C)C=C1)OC